4-[1-[2-[2-(2,6-dioxo-3-piperidyl)-1,3-dioxo-isoindolin-4-yl]oxyacetyl]-4-piperidyl]piperidine-1-carboxylic acid tert-butyl ester C(C)(C)(C)OC(=O)N1CCC(CC1)C1CCN(CC1)C(COC1=C2C(N(C(C2=CC=C1)=O)C1C(NC(CC1)=O)=O)=O)=O